C(C)(C)[C@@H]1N=C(OC1)C (S)-4-isopropyl-2-methyl-4,5-dihydrooxazole